ClC1=CN=CC=2NC(N(CC21)CC(=O)O)=O 2-(5-chloro-2-oxo-1,4-dihydropyrido[3,4-d]pyrimidin-3(2H)-yl)acetic acid